2-methyl-3-[[4-(trifluoromethyl)phenyl]methoxy]azetidine CC1NCC1OCC1=CC=C(C=C1)C(F)(F)F